BrC=1C=CC(=C(\C=N/NC(C2=C(C=C(C=C2)Cl)F)=O)C1)O (Z)-N'-(5-bromo-2-hydroxybenzylidene)-4-chloro-2-fluorobenzohydrazide